P(=O)(OCCN)(O)O 2-Aminoethyl dihydrogen phosphate